tert-Butyl 2-[4-(4-hydroxybutyl)-1-pyrazolyl]acetate OCCCCC=1C=NN(C1)CC(=O)OC(C)(C)C